1-methyl-N-[[(2S,5R)-3-oxo-2-(4-phenoxyphenyl)-1,4-thiazepan-5-yl]methyl]imidazole-4-carboxamide CN1C=NC(=C1)C(=O)NC[C@@H]1NC([C@@H](SCC1)C1=CC=C(C=C1)OC1=CC=CC=C1)=O